N1N=NC(=C1)C=O 1H-[1,2,3]triazole-4-carbaldehyde